cis-2,6-dicyclopropyl-4-(5-isopropoxy-2-methyl-4-nitrophenyl)-1-methyl-1,2,3,6-tetrahydropyridine C1(CC1)[C@@H]1N([C@@H](C=C(C1)C1=C(C=C(C(=C1)OC(C)C)[N+](=O)[O-])C)C1CC1)C